(S)-2-(7-Methyl-1-Oxo-2-Azaspiro[3.5]Nonan-2-Yl)Pentanedioic Acid CC1CCC2(CN(C2=O)[C@H](C(=O)O)CCC(=O)O)CC1